1-(4-(trifluoromethyl)benzyl)-1H-indazole FC(C1=CC=C(CN2N=CC3=CC=CC=C23)C=C1)(F)F